ClC=1C(=C(C(=O)OC(C(C(C)(C)C)(C)C)OS(=O)(=O)ON2[C@@H]3CC[C@H](N(C2=O)C3)C(N)=O)C(=CC1)OC)OC (((((1R,2S,5R)-2-carbamoyl-7-oxo-1,6-diazabicyclo[3.2.1]octan-6-yl) oxy) sulfonyl) oxy)-2,2,3,3-tetramethylbutyl 3-chloro-2,6-dimethoxybenzoate